2-amino-5-chloro-N-(2-chloro-4-(trifluoromethyl)phenyl)benzamide NC1=C(C(=O)NC2=C(C=C(C=C2)C(F)(F)F)Cl)C=C(C=C1)Cl